(2-(4-(((3aR,5R,6aS)-2-((S)-2-hydroxypropanoyl)octahydrocyclopenta[c]pyrrol-5-yl)amino)-1H-pyrrolo[2,3-b]pyridin-5-yl)-4-methylthiazole-5-carbonyl)glycine O[C@H](C(=O)N1C[C@@H]2[C@H](C1)CC(C2)NC2=C1C(=NC=C2C=2SC(=C(N2)C)C(=O)NCC(=O)O)NC=C1)C